FC1=CC(=C(C=C1)N1N=CC=C(C1=O)C(=O)NC=1C=NC(=CC1)C(C(F)F)(C(F)F)O)OCC(F)(F)F 2-[4-fluoro-2-(2,2,2-trifluoroethoxy)phenyl]-3-oxo-N-[6-(1,1,3,3-tetrafluoro-2-hydroxypropan-2-yl)pyridin-3-yl]-2,3-dihydropyridazine-4-carboxamide